FC(C(=O)OCCC1=C(C=CC=C1Br)OC=1C=NC=C(C1)F)F [6-bromo-2-(5-fluoro-3-pyridyloxy)phenyl]ethyl difluoroacetate